2-benzyl-5-(hydroxymethyl)-pyridazin-3-one C(C1=CC=CC=C1)N1N=CC(=CC1=O)CO